N7-(3,3-difluorocyclobutyl)-2,5-dimethyl-pyrazolo[1,5-a]pyrimidine-3,7-dicarboxamide FC1(CC(C1)NC(=O)C1=CC(=NC=2N1N=C(C2C(=O)N)C)C)F